tert-butyl 3-(2-((1-(((tert-butyldimethylsilyl)oxy)methyl)cyclobutyl)methoxy)-6,8-difluoro-5-methoxyquinazolin-4-yl)-3,8-diazabicyclo[3.2.1]octane-8-carboxylate [Si](C)(C)(C(C)(C)C)OCC1(CCC1)COC1=NC2=C(C=C(C(=C2C(=N1)N1CC2CCC(C1)N2C(=O)OC(C)(C)C)OC)F)F